ClC=1C=C(C=CC1F)[C@@H]1N(OCC1)C1=CC(=NC=N1)NC=1C(=CC(=C(C1)NC(C=C)=O)N1CCC(CC1)N1CCN(CC1)CC)OC N-(5-((6-((R)-3-(3-chloro-4-fluorophenyl)-isoxazolidine-2-yl)-pyrimidine-4-yl)amino)-2-(4-(4-ethylpiperazine-1-yl)piperidine-1-yl)-4-methoxy-phenyl)acrylamide